6-(1-methyl-1H-pyrazol-5-carboxamido)-7-oxohept-2-enoat CN1N=CC=C1C(=O)NC(CCC=CC(=O)[O-])C=O